CC[Si][Si] disilabutane